ethyl (S)-2,6-diacetyl-2,6-diazaspiro[3.4]octane-8-carboxylate C(C)(=O)N1CC2(C1)CN(C[C@H]2C(=O)OCC)C(C)=O